(3S,4S)-N-(2-fluorophenyl)-1-methyl-4-[1-methyl-5-(trifluoromethyl)pyrazol-4-yl]-2-oxo-pyrrolidine-3-carboxamide FC1=C(C=CC=C1)NC(=O)[C@H]1C(N(C[C@@H]1C=1C=NN(C1C(F)(F)F)C)C)=O